N-(6-((1H-pyrazol-1-yl)methyl)-4-methoxybenzo[d]isoxazol-3-yl)-2-cyclobutyloxy-5-ethylbenzenesulfonamide N1(N=CC=C1)CC1=CC2=C(C(=NO2)NS(=O)(=O)C2=C(C=CC(=C2)CC)OC2CCC2)C(=C1)OC